ClC1=NC2=CC=CC=C2C=C1C1CCN(CC1)C=O 4-(2-chloroquinolin-3-yl)piperidine-1-carbaldehyde